C(C)(C)NCC(COC1=CC=C(C=C1)OCCSC)O (isopropylamino)-3-(4-(2-(methylthio)ethoxy)phenoxy)propan-2-ol